3-chloro-4-cyclopropyl-7-(1-methylpiperidin-3-yl)-7H-imidazo[4,5-c]pyridazine ClC1=C(C2=C(N=N1)N(C=N2)C2CN(CCC2)C)C2CC2